N(=[N+]=[N-])CC(=O)NCC(CN1N=CC=C1C(=O)OC)O[Si](C)(C)C(C)(C)C methyl 2-[3-[(2-azidoacetyl)amino]-2-[tert-butyl(dimethyl)silyl]oxy-propyl]pyrazole-3-carboxylate